5-(1-(2-Chloro-6-methylpyridin-4-yl)-3-methylcyclobutyl)-4-methyl-4H-1,2,4-triazole ClC1=NC(=CC(=C1)C1(CC(C1)C)C=1N(C=NN1)C)C